C(C)(C)(C)C=1C=C(C(=C(C1)C)O)CCC(=O)OCCOCCOCCOC(CCC=1C(=C(C=C(C1)C(C)(C)C)C)O)=O ethylenebis(oxyethylene) bis[3-(5-tert-butyl-hydroxy-m-tolyl) propionate]